C(C)(C)(C)[Si](OC1CC(CCCC1)N1N=C(C=2C1=NC=NC2N)I)(C)C 1-(3-((tertbutyldimethylsilyl)oxy)cycloheptyl)-3-iodo-1H-pyrazolo[3,4-d]pyrimidin-4-amine